N~1~-(2-chloro-6-methylquinazolin-4-yl)-2-methylpropane-1,2-diamine ClC1=NC2=CC=C(C=C2C(=N1)NCC(C)(N)C)C